ClC=1C(=C(C(=CC1)N1N=NN=C1)/C=C/C(=O)N[C@H](C(=O)NC1=CC=C(C(=O)O)C=C1)CC1=CC=C(C=C1)NC(C(C(C(C(F)(F)F)(F)F)(F)F)(F)F)=O)F (S,E)-4-(2-(3-(3-Chloro-2-fluoro-6-(1H-tetrazol-1-yl)phenyl)acrylamido)-3-(4-(2,2,3,3,4,4,5,5,5-Nonafluoropentamido)phenyl)propionamido)benzoic acid